NCC1=CC=C(C=C1)C=1C=C(C=C2C(N(/C(/NC12)=N/OC)CC=1C=NN(C1)C)=O)S(=O)(=O)NC1(CC1)C (E)-8-(4-(aminomethyl)phenyl)-2-(methoxyimino)-3-((1-methyl-1H-pyrazol-4-yl)methyl)-N-(1-methylcyclopropyl)-4-oxo-1,2,3,4-tetrahydroquinazoline-6-sulfonamide